C1=NC=C(C2=CC=CC=C12)N1C(N(CC1C#N)C1=CNC(C=C1)=O)=O 3-(isoquinolin-4-yl)-2-oxo-1-(6-oxo-1,6-dihydropyridin-3-yl)imidazolidine-4-carbonitrile